(S)-6-(1-aminoethyl)-2-(3-(3,3-difluoro-1-((4-methyl-4H-1,2,4-triazol-3-yl)methyl)cyclobutyl)phenyl)-4-(trifluoromethyl)isoindolin-1-one N[C@@H](C)C1=CC(=C2CN(C(C2=C1)=O)C1=CC(=CC=C1)C1(CC(C1)(F)F)CC1=NN=CN1C)C(F)(F)F